tris-(2-methylaziridine) phosphorus [P].CC1NC1.CC1NC1.CC1NC1